CN1C(=NC=C1)CN1[C@H]2CC(C[C@@H]1CC2)N (1r,3s,5s)-8-((1-methyl-1H-imidazol-2-yl)methyl)-8-azabicyclo[3.2.1]octane-3-amine